N1C(=C(C=2C(=CC=CC12)C=O)C=O)C=O indoletrimethanal